2-(3-fluoro-4-nitrophenyl)-4,4,5,5-tetramethyl-1,3,2-dioxaborolan FC=1C=C(C=CC1[N+](=O)[O-])B1OC(C(O1)(C)C)(C)C